meth-ylethyl ketone CC(=O)CC